NC1=C(C(=NN1C1(CC1)C)C1=C(C=C(C=C1)C(C)C(NC1=CC(=NO1)C12CC(C1)(C2)C)=O)F)C(=O)N 5-Amino-3-(2-fluoro-4-[1-[(3-[3-methylbicyclo[1.1.1]pent-1-yl]-1,2-oxazol-5-yl)carbamoyl]ethyl]phenyl)-1-(1-methylcyclopropyl)pyrazole-4-carboxamide